((1s,2r,3s)-3-hydroxy-2-methylCyclohexyl)-N-(imidazo[1,2-b]Pyridazin-3-yl)-6-methoxy-2H-indazole-5-carboxamide O[C@@H]1[C@@H]([C@H](CCC1)N1N=C2C=C(C(=CC2=C1)C(=O)NC1=CN=C2N1N=CC=C2)OC)C